O1CCOC2=NC(=CC=C21)CO 2h,3h-(1,4)dioxino(2,3-b)pyridin-6-yl-methanol